CN1C(C(=C(C=C1C)[O-])NC(N[C@@H](CC(=O)[O-])C=1C=C(C=C(C1)OC)C1=CC(=CC=C1)OC(F)(F)F)=O)=O.[Na+].[Na+] Natrium (S)-3-(3-(1,6-Dimethyl-4-oxido-2-oxo-1,2-dihydropyridin-3-yl)ureido)-3-(5-methoxy-3'-(trifluoromethoxy)biphenyl-3-yl)propanoat